2-(2,6-dimethoxyphenoxy)-1-(3,4-dimethoxyphenyl)ethan-1-one methyl-5-norbornene-2,3-diformate COC(=O)C1C2C=CC(C1C(=O)O)C2.COC2=C(OCC(=O)C1=CC(=C(C=C1)OC)OC)C(=CC=C2)OC